2-({6-[(2,5-dichloropyrimidin-4-yl)amino]-1-isopropyl-2-oxoquinolin-3-yl}oxy)-N-methylacetamide ClC1=NC=C(C(=N1)NC=1C=C2C=C(C(N(C2=CC1)C(C)C)=O)OCC(=O)NC)Cl